C(#N)C=1C(=NN(C1NC1=NC=CN=C1)COCC[Si](C)(C)C)C1=C(C=C(C=C1)NS(=O)(=O)CC)OCC1=CC=C(C=C1)F N-(4-(4-cyano-5-(pyrazin-2-ylamino)-1-((2-(trimethylsilyl)ethoxy)methyl)-1H-pyrazol-3-yl)-3-((4-fluorobenzyl)oxy)phenyl)ethanesulfonamide